[Cl-].CN1C=[N+](C=C1)C N,N'-dimethylimidazolium chloride